Cl.ClCC1=NN(C=C1)C 3-(chloromethyl)-1-methyl-1H-pyrazole hydrochloride